2-hydroxy-hexa-2,4-dienoic acid OC(C(=O)O)=CC=CC